COC1=NC=CC=C1C=1C=NN2C1N=C(C=C2)N2CC1=C(CC2)N(N=C1)CC1(COC1)C 5-(3-(2-methoxypyridin-3-yl)pyrazolo[1,5-a]pyrimidin-5-yl)-1-((3-methyloxetan-3-yl)methyl)-4,5,6,7-tetrahydro-1H-pyrazolo[4,3-c]pyridine